tert-butyl 2-(dimethylcarbamoyl)-4,6,7,8-tetrahydropyrazolo[4,3-c]azepine-5-carboxylate CN(C(=O)N1N=C2C(CN(CCC2)C(=O)OC(C)(C)C)=C1)C